N1=CC(=CC=C1)C1=C(C=CC=C1)S(=O)(=O)C1=CC=C(C=C1)NC(=O)NCC1=CC=NC=C1 1-[4-(2-Pyridin-3-yl-benzenesulfonyl)-phenyl]-3-pyridin-4-ylmethyl-urea